6-(6-(2,6-diazaspiro[3.3]heptan-2-yl)pyridin-3-yl)-4-methoxypyrazolo[1,5-a]pyridine-3-carbonitrile C1N(CC12CNC2)C2=CC=C(C=N2)C=2C=C(C=1N(C2)N=CC1C#N)OC